2,3,5,6-tetraiodophenol IC1=C(C(=C(C=C1I)I)I)O